C(C)(C)(C)C1=C(C=CC=C1)C1=NC=NC2=CC=CC=C12 4-(tert-butylphenyl)quinazoline